4-(3-((1,1,1,3,3,3-hexafluoro-2-(Trifluoromethyl)propan-2-yl)oxy)-2,2-bis(((1,1,1,3,3,3-hexafluoro-2-(trifluoromethyl)propan-2-yl)Oxy)methyl)propoxy)-2,2,6,6-tetramethylpiperidine FC(C(C(F)(F)F)(C(F)(F)F)OCC(COC1CC(NC(C1)(C)C)(C)C)(COC(C(F)(F)F)(C(F)(F)F)C(F)(F)F)COC(C(F)(F)F)(C(F)(F)F)C(F)(F)F)(F)F